CC=1C=C(C(=C2C=CNC12)CN1[C@@H](CC2(CCCO2)CC1)C1=CC=C(C(=O)O)C=C1)CC#C 4-((7S)-8-((7-methyl-5-(prop-2-yne-1-yl)-1H-indol-4-yl)methyl)-1-oxa-8-azaspiro[4.5]dec-7-yl)benzoic acid